methyl 6-bromo-2-(1-(tert-butoxycarbonyl)piperidin-4-yl)-4H-thieno[3,2-b]pyrrole-5-carboxylate BrC=1C2=C(NC1C(=O)OC)C=C(S2)C2CCN(CC2)C(=O)OC(C)(C)C